O1CCC2=C1C=CC(=C2)O[C@H]2[C@@H](CN(CC2)C=2C(=CC=1N(N2)C(C=CN1)=O)C)F 7-((3R,4R)-4-((2,3-dihydrobenzofuran-5-yl)oxy)-3-fluoropiperidin-1-yl)-8-methyl-4H-pyrimido[1,2-b]pyridazin-4-one